4-hydroxymethyl-2,6-dimethylphenol OCC1=CC(=C(C(=C1)C)O)C